furo[2,3-b]quinoxaline O1C=CC=2C1=NC1=CC=CC=C1N2